N-[(1R)-1-[3-(cyclopropylmethoxy)-5-methoxy-phenyl]ethyl]-5-[(1R,5S)-3,8-diazabicyclo[3.2.1]oct-3-yl]-2-methyl-benzamide C1(CC1)COC=1C=C(C=C(C1)OC)[C@@H](C)NC(C1=C(C=CC(=C1)N1C[C@H]2CC[C@@H](C1)N2)C)=O